4-methyl-1-(oxetan-2-ylmethyl)-1H-benzo[d]imidazole-6-carboxylic acid methyl ester COC(=O)C=1C=C(C2=C(N(C=N2)CC2OCC2)C1)C